3-(aminomethyl)-6-methyl-4-(methylsulfinyl)pyridin-2(1H)-one NCC=1C(NC(=CC1S(=O)C)C)=O